C(C)OC(CO[C@H]1CN(CC1)C(=O)OC(C)(C)C)=O Tert-butyl (3R)-3-(2-ethoxy-2-oxo-ethoxy)pyrrolidine-1-carboxylate